OCCO\N=C(/C)\C1=NN=C(N1)C1=C(C2=NC(=C(C=C2N1C)Cl)OC)N1C=NC=C1 (E)-1-(5-(6-chloro-3-(1H-imidazol-1-yl)-5-methoxy-1-methyl-1H-pyrrolo[3,2-b]-pyridin-2-yl)-4H-1,2,4-triazol-3-yl)ethan-1-one O-(2-hydroxy-ethyl) oxime